N-[3-[2-[8-[(1H-PYRAZOL-4-YL)AMINO]IMIDAZO[1,2-A]PYRAZIN-3-YL]ETHYNYL]PHENYL]-BENZAMID N1N=CC(=C1)NC=1C=2N(C=CN1)C(=CN2)C#CC=2C=C(C=CC2)NC(C2=CC=CC=C2)=O